(3-cyclopropyl-5-(3,5-dimethyl-1H-pyrazol-1-yl)phenyl)boronic acid C1(CC1)C=1C=C(C=C(C1)N1N=C(C=C1C)C)B(O)O